(2s,3r,4r,5s,6r)-2-[3-(4-ethoxybenzyl)-4-chlorophenyl]-6-hydroxymethyltetrahydro-2H-pyran-3,4,5-triol C(C)OC1=CC=C(CC=2C=C(C=CC2Cl)[C@@H]2O[C@@H]([C@H]([C@@H]([C@H]2O)O)O)CO)C=C1